C(C)OC([C@@H](ON1[C@@H]2C=C([C@H](N(C1=O)C2)C(NCCNS(N)(=O)=O)=O)C)F)=O (2S)-2-fluoro-2-[[(2S,5R)-3-methyl-7-oxo-2-[2-(sulfamoylamino)ethylcarbamoyl]-1,6-diazabicyclo[3.2.1]oct-3-en-6-yl]oxy]acetic acid ethyl ester